NC1=NC(=NC(=N1)C)N(CCCCC1CN(CCC1)C(=O)OC(C)(C)C)CC1=CC=C(C=C1)OC tert-butyl 3-(4-((4-amino-6-methyl-1,3,5-triazin-2-yl)(4-methoxybenzyl)amino)butyl)piperidine-1-carboxylate